FC=1C=C(C=CC1C)[C@]1(CN(CC1)C(=O)C1=NNC2=CC=C(C=C12)C)C1=NC=NS1 |o1:8| (R or S)-(3-(3-fluoro-4-methylphenyl)-3-(1,2,4-thiadiazol-5-yl)pyrrolidin-1-yl)(5-methyl-1H-indazol-3-yl)methanone